1-(1-(2,6-dioxopiperidin-3-yl)-2-oxo-1,2-dihydrobenz[cd]indol-4-yl)azetidin-3-yl(4-chloro-3-(trifluoromethoxy)phenyl)carbamate O=C1NC(CCC1N1C(C2=C3C(C=CC=C13)=CC(=C2)N2CC(C2)N(C([O-])=O)C2=CC(=C(C=C2)Cl)OC(F)(F)F)=O)=O